CN([C@H](CNC(C[C@@H](C1(CC1)C(F)(F)F)C=1C=NC=CC1)=O)CC1=C(C=C(C=C1)O)C)C (R)-N-((S)-2-(dimethylamino)-3-(4-hydroxy-2-methylphenyl)propyl)-3-(pyridin-3-yl)-3-(1-(trifluoromethyl)cyclopropyl)propanamide